methyl 1-(4-amino-1,2,5-oxadiazol-3-yl)-5-ethyl-1,2,3-triazole-4-carboxylate NC=1C(=NON1)N1N=NC(=C1CC)C(=O)OC